C1(=CC=CC2=CC3=CC=CC=C3C=C12)CC(=O)O anthraceneacetic acid